C(#N)C=1C=CC2=CN(N=C2C1OC1CCN(CC1)CC(=O)OCC)CC1=C2C=CNC2=C(C=C1S(=O)(=O)C)C ethyl 2-(4-((6-cyano-2-((7-methyl-5-(methylsulfonyl)-1H-indol-4-yl)methyl)-2H-indazol-7-yl)oxy)piperidin-1-yl)acetate